BrC=1C=C2C(N(C=NC2=CC1)C(C(=O)OCC)C1=C(C=CC(=C1)F)OCOC)=O ethyl 2-(6-bromo-4-oxo-quinazolin-3-yl)-2-[5-fluoro-2-(methoxymethoxy)-phenyl]acetate